C(C1=CC=CC=C1)(C1=CC=CC=C1)(C1=CC=CC=C1)SCCN S-Trityl-cysteamine